[Si](C)(C)(C(C)(C)C)OCC1=C(C(=CC=C1F)F)CN (2-(((tert-butyldimethylsilyl)oxy)methyl)-3,6-difluorophenyl)methylamine